[I-].C(C)[N+](C)(CC)CC N,N,N-triethyl-N-methyl-ammonium iodide